ClC=1C=C(C(=NC1)N1C([C@H](N(C(C1)=O)CC1=CC=C(C=C1)C(F)(F)F)C1COC1)=O)F (R)-1-(5-chloro-3-fluoro-pyridin-2-yl)-3-(oxetan-3-yl)-4-(4-(trifluoro-methyl)benzyl)piperazine-2,5-dione